NC1=NC(=NC(=N1)NC=1C=NN(C1)C)C=1C(=C(C=CC1)N1C(C2=C(C=C(C=C2C=C1)C1CC1)F)=O)CO 2-(3-{4-amino-6-[(1-methyl-1H-pyrazol-4-yl)amino]-1,3,5-triazin-2-yl}-2-(hydroxymethyl)phenyl)-6-cyclopropyl-8-fluoroisoquinoline-1(2H)-one